CC1C(C(C(=O)[O-])(CC=C1)CC=C)(C(=O)[O-])CC=C 3-methyl-1,2,3,6-tetrahydro-1,2-diallylphthalate